C1(=CC=CC=C1)[C@H]1COC2=C(CN1C(=O)OC(C)(C)C)C=CC(=C2)C2=NOC(=N2)C(F)(F)F tert-butyl (S)-3-phenyl-8-(5-(trifluoromethyl)-1,2,4-oxadiazol-3-yl)-2,3-dihydrobenzo[f][1,4]oxazepine-4(5H)-carboxylate